biphenyl-tetracarbonylchloride C1(=C(C(=C(C(=C1)C(=O)Cl)C(=O)Cl)C(=O)Cl)C(=O)Cl)C1=CC=CC=C1